O1CCN(CC1)C1CC(NC1=O)C(=O)N 4-morpholino-5-oxopyrrolidine-2-carboxamide